3,3-diphenyl-2-(tetrahydrofuran-2-yl)indoline 2-[(E)-2-Anilinovinyl]-1-(5-carboxypentyl)-3,3-dimethyl-indol-1-ium-5-sulfonat N(C1=CC=CC=C1)/C=C/C1=[N+](C2=CC=C(C=C2C1(C)C)S(=O)(=O)[O-])CCCCCC(=O)O.C1(=CC=CC=C1)C1(C(NC2=CC=CC=C12)C1OCCC1)C1=CC=CC=C1